C(C)(C)C1=C(C=CC=C1)N N-(2-isopropyl-phenyl)-amine